ethyl 2-(6-bromobenzo[d]isoxazol-3-yl)acetate BrC1=CC2=C(C(=NO2)CC(=O)OCC)C=C1